2-(1-((1R,3s,5S)-9-azabicyclo[3.3.1]nonan-3-yl)-1H-pyrazolo[3,4-c]pyridazin-5-yl)-5-(1H-imidazol-1-yl)phenol [C@H]12CC(C[C@H](CCC1)N2)N2N=CC=1C2=NN=C(C1)C1=C(C=C(C=C1)N1C=NC=C1)O